IC1=CN(C=2N=CN=C(C21)N)C2COC2 5-IODO-7-(OXETAN-3-YL)-7H-PYRROLO[2,3-D]PYRIMIDIN-4-AMINE